OC[C@@H](CC(C)C)NC1=NC(=NC(=N1)CC(C)C=1C=C2CC(N(CC2=CC1)C)=O)NS(=O)(=O)C N-(4-(((R)-1-hydroxy-4-methylpent-2-yl)amino)-6-(2-(2-methyl-3-oxo-1,2,3,4-tetrahydroisoquinolin-6-yl)propyl)-1,3,5-triazin-2-yl)methanesulfonamide